CC(C(C)N=C=O)C 3-Methyl-2-butylisocyanat